4-[2-(1,4-dioxaspiro[4.5]dec-8-yloxy)-5-(ethylsulfonyl)phenyl]-6-methyl-1,6-dihydro-7H-pyrrolo[2,3-c]pyridin-7-one O1CCOC12CCC(CC2)OC2=C(C=C(C=C2)S(=O)(=O)CC)C=2C1=C(C(N(C2)C)=O)NC=C1